Methyl ((Perfluorophenoxy)(phenoxy)phosphoryl)-L-alaninate FC1=C(OP(=O)(OC2=CC=CC=C2)N[C@@H](C)C(=O)OC)C(=C(C(=C1F)F)F)F